1-(9Z-octadecenoyl)-2-(6Z,9Z,12Z,15Z-octadecatetraenoyl)-glycero-3-phosphoserine C(C=CCCCCCCCCCCCCCCC)(=O)OCC(OC(C=CC=C\C=C/C=C\CCCCCCCCC)=O)COP(=O)(O)OC[C@H](N)C(=O)O